3-nitro-suberic acid dimethyl ester COC(CC(CCCCC(=O)OC)[N+](=O)[O-])=O